[Si](C)(C)(C(C)(C)C)OC[C@@H]1N(C[C@H](C1)N1CCCC2=CC(=CC(=C12)C1=C2C(=NC=C1)C=C(S2)CO)Cl)C(=O)OC(C)(C)C tert-butyl (2R,4S)-2-(((tert-butyldimethylsilyl)oxy)methyl)-4-(6-chloro-8-(2-(hydroxymethyl)thieno[3,2-b]pyridin-7-yl)-3,4-dihydroquinolin-1(2H)-yl)pyrrolidine-1-carboxylate